tert-butyl (4-(2-fluoropyridin-4-yl)but-3-yn-1-yl)carbamate FC1=NC=CC(=C1)C#CCCNC(OC(C)(C)C)=O